N-(4-hydroxybenzyl)-2-(5H-pyrido[3,2-b]indol-7-yl)acetamide OC1=CC=C(CNC(CC=2C=CC=3C4=C(NC3C2)C=CC=N4)=O)C=C1